Dimethylhafnium [2',2'''-(pyridine-2,6-diyl)bis(4'-isopropyl-5-methyl-3-((3r,5r,7r)-3,5,7-trimethyladamantan-1-yl)-[1,1'-biphenyl]-2-olate)] N1=C(C=CC=C1C1=C(C=CC(=C1)C(C)C)C=1C(=C(C=C(C1)C)C12CC3(CC(CC(C1)(C3)C)(C2)C)C)[O-])C2=C(C=CC(=C2)C(C)C)C=2C(=C(C=C(C2)C)C23CC1(CC(CC(C2)(C1)C)(C3)C)C)[O-].C[Hf+2]C